ClC1=CC(=C(NCC#C)C=C1)OC 4-chloro-2-methoxy-N-(prop-2-yn-1-yl)aniline